COC1=CC=C(CN2N=C(C3=C2COC3)C(=O)OCC)C=C1 Ethyl 1-(4-methoxybenzyl)-4,6-dihydro-1H-furo[3,4-c]pyrazole-3-carboxylate